6-(Difluoromethyl)-3-[6-(3-dimethylphosphoryl-5-methyl-1-piperidyl)pyrimidin-4-yl]imidazo[1,2-b]pyridazine FC(C=1C=CC=2N(N1)C(=CN2)C2=NC=NC(=C2)N2CC(CC(C2)C)P(=O)(C)C)F